tert-butyl 7-(3-fluoro-4-nitrophenyl)-4,7-diazaspiro[2.5]octane-4-carboxylate FC=1C=C(C=CC1[N+](=O)[O-])N1CCN(C2(CC2)C1)C(=O)OC(C)(C)C